FC(C(=O)O)(F)F.COC=1C=C2C(=NC=NC2=CC1OC)N1CC(C1)CN (1-(6,7-dimethoxyquinazolin-4-yl)azetidin-3-yl)methanamine 2,2,2-trifluoroacetate